4-[8-(2-cyanoallylamino)-7-methoxy-2-naphthyl]-N-methyl-pyrimidine-2-carboxamide C(#N)C(CNC=1C(=CC=C2C=CC(=CC12)C1=NC(=NC=C1)C(=O)NC)OC)=C